Cl.N[C@@H](CCCNC(N)=N)C(=O)O arginine HCl salt